(6aR,10aS)-2-(2-cyclopropylpyridin-4-yl)-4-(2-fluorophenyl)-8-oxo-10a-propyl-5,6,6a,7,8,10a-hexahydrobenzo[h]quinazoline-9-carbonitrile C1(CC1)C1=NC=CC(=C1)C1=NC=2[C@]3([C@H](CCC2C(=N1)C1=C(C=CC=C1)F)CC(C(=C3)C#N)=O)CCC